(3S,4R)-3-fluoro-4-[5-oxo-7-(p-toluenesulfonyloxy)thiazolo[3,2-a]pyrimidin-2-yl]piperidine-1-carboxylic acid tert-butyl ester C(C)(C)(C)OC(=O)N1C[C@H]([C@@H](CC1)C1=CN2C(=NC(=CC2=O)OS(=O)(=O)C2=CC=C(C)C=C2)S1)F